C(C)(C)(C)C1=CC=C(C=C1)C=1C2=CC=CC=C2N=C2C=CC=CC12 9-(p-tert-butylphenyl)acridine